ClC1=C(C=C(C=C1)F)C1NC(C2=C1C(=CC1=C(N(N=C21)C)CC(F)F)C2=C(C=C(C1=C2C(=NS1)C(=O)N)F)F)=O (6-(2-chloro-5-fluorophenyl)-3-(2,2-difluoroethyl)-2-methyl-8-oxo-2,6,7,8-tetrahydropyrrolo[3,4-g]indazol-5-yl)-5,7-difluorobenzo[d]isothiazole-3-carboxamide